ClC1=NC(=CC=C1C(=O)NS(=O)(=O)C=1C=CC(=NC1)OCCCC1CC(N(C1)C(=O)OC(C)(C)C)(C)C)N1N=C(C=C1)OCCC1(CC1)C(F)(F)F tert-Butyl 4-[3-[[5-[[2-chloro-6-[3-[2-[1-(trifluoromethyl)cyclopropyl] ethoxy]pyrazol-1-yl]pyridine-3-carbonyl] sulfamoyl]-2-pyridyl]oxy]propyl]-2,2-dimethyl-pyrrolidine-1-carboxylate